ClC=1C=NC=C(C1[C@@H](C)OC=1C=C2C(=NNC2=CC1)C(=O)NC=1C=NN(C1)CC1CN(CC1)C)Cl 5-((R)-1-(3,5-dichloropyridin-4-yl)ethoxy)-N-(1-((1-methylpyrrolidin-3-yl)methyl)-1H-pyrazol-4-yl)-1H-indazole-3-carboxamide